4-[({3-[1-(dimethylsulfamoyl)piperidin-4-yl]-4-methyl-1-(thiophene-2-carbonyl)-1H-pyrazol-5-yl}oxy)methyl]benzene-1-carboximidamide CN(S(=O)(=O)N1CCC(CC1)C1=NN(C(=C1C)OCC1=CC=C(C=C1)C(N)=N)C(=O)C=1SC=CC1)C